heptadecatrienylhydroquinone CCCCCCCCCCCC=CC=CC=CC1=C(C=CC(=C1)O)O